CN(C)CC1=NC(=CC=C1)Br 1-(6-bromopyridin-2-yl)-N,N-dimethylmethanamine